stearamido-ethyl-stearamide C(CCCCCCCCCCCCCCCCC)(=O)NC(C(=O)N)(CCCCCCCCCCCCCCCC)CC